FC1=CC=C(C=C1)[C@H]1N(CCC2=CC=CC=C12)C(=O)N1C[C@@]2(CC1)OCCNC2 {{R}-1-(4-fluorophenyl)-3,4-dihydroisoquinolin-2(1H)-yl}((S)-6-oxa-2,9-diazaspiro[4.5]decan-2-yl)methanone